N-(2-amino-8-(4,4-difluoropiperidin-1-yl)-7-fluoroquinolin-6-yl)-4-bromo-2-(6-azaspiro[2.5]octan-6-yl)benzamide NC1=NC2=C(C(=C(C=C2C=C1)NC(C1=C(C=C(C=C1)Br)N1CCC2(CC2)CC1)=O)F)N1CCC(CC1)(F)F